N,N'-di-tertbutyl-ethylenediamine C(C)(C)(C)NCCNC(C)(C)C